C(C)[C@@H]1CN(CC[C@H]1OC1=CC=C(C=C1)C(F)(F)F)C1=CC(N(C=2C=CC(=NC12)C#N)C)=O 8-((3R,4R)-3-Ethyl-4-(4-(trifluoromethyl)phenoxy)piperidin-1-yl)-5-methyl-6-oxo-5,6-dihydro-1,5-naphthyridin-2-carbonitril